N-((3-(hydroxymethyl)oxetan-3-yl)methyl)-4-(isopropylamino)-6-(1H-pyrazol-4-yl)quinoline-3-carboxamide OCC1(COC1)CNC(=O)C=1C=NC2=CC=C(C=C2C1NC(C)C)C=1C=NNC1